(Z)-1-(3-(((4,4-bis(octyloxy)butanoyl)oxy)methyl)-5-(((4-(((2-(pyrrolidin-1-yl)ethyl)carbamoyl)oxy)decanoyl)oxy)methyl)benzyl) 8-(non-3-en-1-yl) octanedioate C(CCCCCCC(=O)OCCC=CCCCCC)(=O)OCC1=CC(=CC(=C1)COC(CCC(CCCCCC)OC(NCCN1CCCC1)=O)=O)COC(CCC(OCCCCCCCC)OCCCCCCCC)=O